C1(=CC=CC=C1)SC1=CC=C(C=C1)[S+](C1=CC=C(C=C1)OC)C1=CC=C(C=C1)OC 4-(phenylthio)phenylbis(4-methoxyphenyl)Sulfonium